Cl.NC1C(N(CC1)C)=O 3-amino-1-methylpyrrolidin-2-one hydrochloride